NC1=C(C=CC(=C1)OC(F)(F)F)C(=O)N1CCC(CC1)C1=C2C(=NC=C1)NC(=N2)C21COC(CC2)CC1 [2-amino-4-(trifluoromethoxy)phenyl]-[4-[2-(2-oxabicyclo[2.2.2]octan-4-yl)-3H-imidazo[4,5-b]pyridin-7-yl]-1-piperidyl]methanone